FC(C1=NN(N=C1)C1=C(C=CC=C1)C=O)(F)F (2-(4-(trifluoromethyl)-2H-1,2,3-triazol-2-yl)phenyl)methanone